C(CC1=CC=CC=C1)NC(N)=S 3-phenethylthiourea